1-(2-chlorophenyl)-(R,R)-1,2-butanediol ClC1=C(C=CC=C1)[C@H]([C@@H](CC)O)O